(R)-5-((1-hydroxy-3-methoxyprop-2-yl)amino)-2-(4-methoxybenzyl)-4-(trifluoromethyl)pyridazin-3(2H)-one OC[C@H](COC)NC1=C(C(N(N=C1)CC1=CC=C(C=C1)OC)=O)C(F)(F)F